OC(C)CCCCC=C 2-hydroxy-7-octene